3-(((7-(2-Aminopyrimidin-4-yl)-2,3-dihydrofuro[3,2-c]pyridin-4-yl)amino)methyl)-4-fluoro-N-(3-methoxypropyl)benzamid NC1=NC=CC(=N1)C=1C2=C(C(=NC1)NCC=1C=C(C(=O)NCCCOC)C=CC1F)CCO2